FC(C(C(COC(C(C(F)(F)F)F)(F)F)(F)F)(F)F)(F)F 1,1,1,2,2,3,3-Heptafluoro-4-(1,1,2,3,3,3-hexafluoropropoxy)butane